COC(=O)C1=NC2=C(N1CC(=O)N1CCC(CC1)C=1SC=C(N1)C1=NOC(C1)C1=C(C=CC=C1F)F)C=CC=C2 1-(2-(4-(4-(5-(2,6-difluorophenyl)-4,5-dihydroisoxazol-3-yl)thiazol-2-yl)piperidin-1-yl)-2-oxoethyl)-1H-benzimidazole-2-carboxylic acid methyl ester